tert-butyl-butyl-dimethoxysilane C(C)(C)(C)[Si](OC)(OC)CCCC